(2-{2-[3-(1-acetylpiperidin-4-yl)-1'-methyl-[4,6'-biindazol]-1-yl]acetamido}acetamido)acetic acid C(C)(=O)N1CCC(CC1)C1=NN(C=2C=CC=C(C12)C1=CC=C2C=NN(C2=C1)C)CC(=O)NCC(=O)NCC(=O)O